(4-nitrophenyl)methanol [N+](=O)([O-])C1=CC=C(C=C1)CO